(azepan-1-yl)-4-(4-methyl-5-methylsulfanyl-1,2,4-triazol-3-yl)aniline N1(CCCCCC1)NC1=CC=C(C=C1)C1=NN=C(N1C)SC